(ethyl)triphenylphosphonium iodide [I-].C(C)[P+](C1=CC=CC=C1)(C1=CC=CC=C1)C1=CC=CC=C1